N-[2-(2,2-difluoroethyl)-3-fluorophenyl]-4-{[(3-{[1,4-dioxan-2-yl]methoxy}pyridin-4-yl)methyl]amino}-2-oxo-1,2,5,6-tetrahydropyridine-3-carbothioamide FC(CC1=C(C=CC=C1F)NC(=S)C=1C(NCCC1NCC1=C(C=NC=C1)OCC1OCCOC1)=O)F